FC=1C=C(C=C(C1)F)[C@H](COC)N1C(=NC(C(=C1O)CC1=CC=C(C=C1)C=1C(=NC(=CC1)F)C)=O)COCC 1-[(1R)-1-(3,5-difluorophenyl)-2-methoxyethyl]-2-(ethoxymethyl)-5-{[4-(6-fluoro-2-methylpyridin-3-yl)phenyl]methyl}-6-hydroxy-1,4-dihydropyrimidin-4-one